2-((S)-1-acryloyl-4-((R)-4-chloro-3-methyl-2'-((tetrahydro-1H-pyrrolizin-7a(5H)-yl)methoxy)-5',8'-dihydro-6'H-spiro[indene-1,7'-quinazolin]-4'-yl)piperazin-2-yl)acetonitrile C(C=C)(=O)N1[C@H](CN(CC1)C1=NC(=NC=2C[C@]3(CCC12)C=C(C1=C(C=CC=C13)Cl)C)OCC13CCCN3CCC1)CC#N